N-[(1E)-(2-isopropyl-5-methyl-1,2,4-triazol-3-yl)methylene]-2-methylpropan-2-sulfinamide C(C)(C)N1N=C(N=C1\C=N\S(=O)C(C)(C)C)C